4-((4-amino-2-(pent-2-yloxy)imidazo[2,1-f][1,2,4]triazin-7-yl)methyl)piperidin NC1=NC(=NN2C1=NC=C2CC2CCNCC2)OC(C)CCC